5-(dimethylamino)-2-nitroaniline CN(C=1C=CC(=C(N)C1)[N+](=O)[O-])C